1,N2-bis-Boc-guanidine C(=O)(OC(C)(C)C)NC(=NC(=O)OC(C)(C)C)N